2-chloro-5-(dibenzothiophen-4-yl)pyridine ClC1=NC=C(C=C1)C1=CC=CC2=C1SC1=C2C=CC=C1